C(CC(=O)C)(=O)O.[AlH3] aluminum hydride monoacetoacetate